N-(4-((4-([1,2,4]triazolo[1,5-a]pyridin-7-yloxy)-2-methoxy-5-methylphenyl)amino)-7-methoxyquinazolin-6-yl)-2-chloro-3-(1-methylpyrrolidin-2-yl)acrylamide N=1C=NN2C1C=C(C=C2)OC2=CC(=C(C=C2C)NC2=NC=NC1=CC(=C(C=C21)NC(C(=CC2N(CCC2)C)Cl)=O)OC)OC